N1N=NN=C1C1=CC=2C(=NOC2C=2C=C(OC3CCN(CC3)C(CCOCCNC3=C4C(N(C(C4=CC=C3)=O)C3C(NC(CC3)=O)=O)=O)=O)C=CC2)C=C1 4-((2-(3-(4-(3-(5-(1H-Tetrazol-5-yl)benzo[c]isoxazol-3-yl)phenoxy)piperidin-1-yl)-3-oxopropoxy)ethyl)amino)-2-(2,6-dioxopiperidin-3-yl)isoindoline-1,3-dione